BrC1=C2CCN([C@@H](C2=C(C=C1)O)CN1C(C2=CC=CC=C2C1=O)=O)C(=O)OC(C)(C)C tert-butyl (S)-5-bromo-1-((1,3-dioxoisoindolin-2-yl)methyl)-8-hydroxy-3,4-dihydroisoquinoline-2(1H)-carboxylate